2-[(2,4-dimethoxybenzyl)sulfamoyl]-N'-hydroxy-4-nitrobenzamidine COC1=C(CNS(=O)(=O)C2=C(C(=NO)N)C=CC(=C2)[N+](=O)[O-])C=CC(=C1)OC